(1R,3S,5R)-2-(2-(3-acetyl-7-(difluoromethyl)-5-(2-methylpyrimidin-5-yl)-1H-indazol-1-yl)acetyl)-N-(6-bromo-3-methylpyridin-2-yl)-5-methyl-2-azabicyclo[3.1.0]hexane-3-carboxamide C(C)(=O)C1=NN(C2=C(C=C(C=C12)C=1C=NC(=NC1)C)C(F)F)CC(=O)N1[C@@H]2C[C@@]2(C[C@H]1C(=O)NC1=NC(=CC=C1C)Br)C